ClC1=C(C=C2C=CN=CC2=C1)C1CCN(CC1)C1COC1 7-chloro-6-(1-(oxetan-3-yl)piperidin-4-yl)isoquinolin